3-methyl-2-(oxetane-3-yl)-2H-pyrazolo[4,3-b]Pyridine 4-oxide CC=1N(N=C2C1[N+](=CC=C2)[O-])C2COC2